(4-fluorophenyl)-6-methyl-5-(3-methylpiperidin-4-yl)-1H-indole FC1=CC=C(C=C1)N1C=CC2=CC(=C(C=C12)C)C1C(CNCC1)C